(R)-3-(1-phenylallyl)-4-(trifluoromethyl)pyridine C1(=CC=CC=C1)[C@@H](C=C)C=1C=NC=CC1C(F)(F)F